FC1(C(CCC1)C=1C(=C(C=CC1N)NCC)F)F (2,2-difluorocyclopentyl)-N1-ethyl-2-fluorobenzene-1,4-diamine